5-(1-ethylcyclopentyloxycarbonylmethyloxycarbonyl)-7-oxo-bicyclo[2.2.1]Hept-2-ene C(C)C1(CCCC1)OC(=O)COC(=O)C1C2C=CC(C1)C2=O